CN1C(=C(C=CC1=O)N1CN(C2=CC=C(C=C2C1=O)C(F)(F)F)C1=C(C=C(C=C1)F)C)C 3-(1,2-dimethyl-6-oxo-1,6-dihydropyridin-3-yl)-1-(4-fluoro-2-methylphenyl)-6-(trifluoromethyl)-2,3-dihydroquinazolin-4(1H)-one